(R)-N-acetylphenylalanine methyl ester COC([C@H](NC(C)=O)CC1=CC=CC=C1)=O